BrCCOC=1C=C(C(=C(C1)NC(=O)C1COC1)NC1CC(C1)(C)O)C(F)(F)F N-(5-(2-bromoethoxy)-2-(((cis)-3-hydroxy-3-methylcyclobutyl)amino)-3-(trifluoromethyl)phenyl)oxetane-3-carboxamide